tert-butyl 2,4-dioxo-3-[[3-(trifluoromethyl) phenyl] methyl]-1,3,8-triazaspiro[4.5]decane-8-carboxylate O=C1NC2(C(N1CC1=CC(=CC=C1)C(F)(F)F)=O)CCN(CC2)C(=O)OC(C)(C)C